ClC1=CC(=C(COC2=CC=CC(=N2)C2=CC(=C(CC3=NC4=C(N3[C@@H]3COCC3(C)C)C=C(C=C4)C(=O)O)C=C2F)F)C(=C1)F)F (S)-2-(4-(6-((4-chloro-2,6-difluorobenzyl)oxy)pyridin-2-yl)-2,5-difluorobenzyl)-1-(4,4-dimethyltetrahydrofuran-3-yl)-1H-benzo[d]imidazole-6-carboxylic acid